BrC1=CC2=C(C(N(CCO2)C(=O)OC(C)(C)C)C(C)C)C=C1 tert-Butyl 8-bromo-5-isopropyl-2,3-dihydrobenzo[f][1,4]oxazepine-4(5H)-carboxylate